C(C)(C)(C)C1=C(C=CC=C1)C1CCN(CC1)C(=O)[C@@H]1NC[C@@H](C1)O |r| rac-(4-(2-(tert-butyl)phenyl)piperidin-1-yl)((2R,4R)-4-hydroxypyrrolidin-2-yl)methanone